CN(C1(CCC2(CN(C(N2)=O)CC2=CC(=NC=C2)N2CCNCC2)CC1)C1=CC=CC=C1)C 8-(dimethylamino)-8-phenyl-3-((2-(piperazin-1-yl)pyridin-4-yl)-methyl)-1,3-diazaspiro[4.5]decan-2-one